BrC1=C(C=CC=C1)CCNC(OC(C)(C)C)=O Tert-butyl [2-(2-bromophenyl)ethyl]carbamate